(2'-Methoxy-4'-trifluoromethyl-3,4,5,6-tetrahydro-2H-[1,3']bipyridinyl-4-yl)-{1-[1-methyl-3-(2-trifluoromethyl-benzylamino)-1H-pyrazol-4-yl]-ethyl}-amine COC1=NC=CC(=C1N1CCC(CC1)NC(C)C=1C(=NN(C1)C)NCC1=C(C=CC=C1)C(F)(F)F)C(F)(F)F